4,6-di-t-butyl-2-methylphenol C(C)(C)(C)C1=CC(=C(C(=C1)C(C)(C)C)O)C